C12(CC3CC(CC(C1)C3)C2)C2=CC(=CC=3C1=C(B(OC32)O)C=CC=C1)[Si](C)(C)CCCCCCCC (4-(1-adamantyl)-6-hydroxy-benzo[c][1,2]benzoxaborinin-2-yl)(octyl)dimethylsilane